CN1C(CN(C2=C(C=CC=C12)C)S(=O)(=O)C1=C(C=C(C=C1)C=1C=NN(C1)C)C)=O 1,5-Dimethyl-4-[2-methyl-4-(1-methyl-1H-pyrazol-4-yl)benzenesulfonyl]-1,2,3,4-tetrahydroquinoxalin-2-one